7-(1-(9-((2-(2,6-dioxopiperidin-3-yl)-1-oxoisoindoline-4-yl)thio)nonyl)piperidine-4-yl)-2-(4-phenoxyphenyl)-4,5,6,7-tetrahydropyrazolo[1,5-a]pyrimidine-3-carboxamide O=C1NC(CCC1N1C(C2=CC=CC(=C2C1)SCCCCCCCCCN1CCC(CC1)C1CCNC=2N1N=C(C2C(=O)N)C2=CC=C(C=C2)OC2=CC=CC=C2)=O)=O